OC1C(C(OC2C1CCC(C2)C)=O)C 4-hydroxy-3,7-dimethyl-octahydro-benzopyran-2-one